SCCSCCS bis-(2-mercaptoethyl) sulfide